1-(2,2-difluoroethyl)-3-iodo-1H-pyrrolo[3,2-c]pyridine FC(CN1C=C(C=2C=NC=CC21)I)F